1,4,7,10,13-pentaoxacyclopentadecane O1CCOCCOCCOCCOCC1